(4-methylcyclohexyl) isopropyl fumarate C(\C=C\C(=O)OC(C)C)(=O)OC1CCC(CC1)C